(S)-5,5-Dimethyl-2-((2S,3S)-3-methyl-2-((S)-morpholine-2-carboxamido)pentanamido)hexanoic acid CC(CC[C@@H](C(=O)O)NC([C@H]([C@H](CC)C)NC(=O)[C@@H]1CNCCO1)=O)(C)C